1-(tert-butyl) 2-methyl 4-methyl-2,3-dihydro-1H-pyrrole-1,2-dicarboxylate CC=1CC(N(C1)C(=O)OC(C)(C)C)C(=O)OC